7-bromo-1-phenyldibenzo[b,d]furan BrC1=CC2=C(C3=C(O2)C=CC=C3C3=CC=CC=C3)C=C1